C(C1CO1)OC(C)[Si](OCC)(OCC)OCC α-glycidoxyethyltriEthoxysilane